CC1(CCN(CC1)C1=CC=C(C(=O)O)C=C1)C 4-(4,4-Dimethylpiperidin-1-yl)benzoic acid